FC=1C=C(C=NC1F)CC1=NOC(=C1)C=1C(=NC=CC1)N 3-(3-((5,6-difluoropyridin-3-yl)methyl)isoxazol-5-yl)pyridin-2-amine